C(#N)C=1C=C(OC=2C(=C3C=CN(C3=CC2F)S(=O)(=O)C2=CC=C(C)C=C2)CC(=O)O)C=CC1F 2-(5-(3-cyano-4-fluorophenoxy)-6-fluoro-1-tosyl-1H-indol-4-yl)acetic acid